ClC1=C(C=2N=C(N=C(C2C=N1)OC)SCC)F 7-chloro-2-(ethylsulfanyl)-8-fluoro-4-methoxypyrido[4,3-d]pyrimidine